4-[2-(4-mercaptophenyl)diazenyl]benzoic acid SC1=CC=C(C=C1)N=NC1=CC=C(C(=O)O)C=C1